CC(C)C(C(C(=C)C)(C)C)O 2,4,4,5-tetramethylhex-5-en-3-ol